N-(2-chloro-4-fluoro-3-iodophenyl)-1-cyclopropylmethylsulfonamide ClC1=C(C=CC(=C1I)F)NS(=O)(=O)CC1CC1